CC1N(CCOC1)C1=CC(NC(=C1)N1C(CN(CC1)S(=O)(=O)C)C(F)(F)F)=O 4-(3-methylmorpholin-4-yl)-6-[4-methanesulfonyl-2-(trifluoromethyl)piperazin-1-yl]-1H-pyridin-2-one